naphthalenyl-(phenanthrenyl)benzene C1(=CC=CC2=CC=CC=C12)C1=C(C=CC=C1)C1=CC=CC=2C3=CC=CC=C3C=CC12